3-(5-amino-1-(tert-butyl)-1H-pyrazol-3-yl)cyclopentylisopropylcarbamate NC1=CC(=NN1C(C)(C)C)C1CC(CC1)N(C([O-])=O)C(C)C